Methyl 2-(5-methylpyrazin-2-yl)-5-nitrobenzoate CC=1N=CC(=NC1)C1=C(C(=O)OC)C=C(C=C1)[N+](=O)[O-]